FC1=C(C=CC=C1)N1CC2=C(N=C(N=C2)C)C2(N(CCC2)C)C1=O 6-(2-fluorophenyl)-1',2-dimethyl-5,6-dihydro-7H-spiro[pyrido[4,3-d]pyrimidine-8,2'-pyrrolidin]-7-one